(2S)-N-{4-[(6S)-3-Anilino-5,6-dimethyl-4-oxo-4,5,6,7-tetrahydro-1H-pyrrolo[3,2-c]pyridin-2-yl]pyridin-2-yl}-2-(4-fluorophenyl)propenamid N(C1=CC=CC=C1)C1=C(NC2=C1C(N([C@H](C2)C)C)=O)C2=CC(=NC=C2)NC(C(=C)C2=CC=C(C=C2)F)=O